1-(2-bromopyridin-4-yl)-3-(3-chlorophenyl)urea BrC1=NC=CC(=C1)NC(=O)NC1=CC(=CC=C1)Cl